1-octadecyl-indanamine C(CCCCCCCCCCCCCCCCC)C1(CCC2=CC=CC=C12)N